gold-silver carbon [C].[Ag].[Au]